Methoxypropyl-trimethoxysilane COCCC[Si](OC)(OC)OC